2-oxo-8-[(thiophen-3-ylcarbonyl)amino]-1H-quinoline-3-carboxamide O=C1NC2=C(C=CC=C2C=C1C(=O)N)NC(=O)C1=CSC=C1